6-(6-methylpyrimidin-4-yl)pyridin CC1=CC(=NC=N1)C1=CC=CC=N1